2-bromo-3-(bromomethyl)-1,1'-biphenyl BrC1=C(C=CC=C1CBr)C1=CC=CC=C1